tert-butyl 7-({6-methyl-7-oxo-4H,5H,6H,7H,8H-pyrazolo[1,5-d][1,4]diazepin-2-yl}amino)-1,2,3,4-tetrahydro-2,6-naphthyridine-2-carboxylate CN1C(CN2C(CC1)=CC(=N2)NC2=NC=C1CCN(CC1=C2)C(=O)OC(C)(C)C)=O